C(C1=CC=CC=C1)OC1=CC(=NC(=C1C(=O)NC)[C@@H]1O[C@]([C@H]([C@H]1C1=C(C(=C(C=C1)F)F)OC)C)(C(F)(F)F)C)C 4-(benzyloxy)-2-((2R,3S,4S,5R)-3-(3,4-difluoro-2-methoxyphenyl)-4,5-dimethyl-5-(trifluoromethyl)tetrahydrofuran-2-yl)-N,6-dimethylnicotinamide